The molecule is an enolate anion resulting from the deprotonation of the hydroxy group of 6-chloro-3-hydroxypyridine-2,5-dione. The major species at pH 7.3. It is a conjugate base of a 6-chloro-3-hydroxypyridine-2,5-dione. C1=C(C(=NC(=O)C1=O)Cl)[O-]